C(C)(C)(C)OC(=O)N1[C@@H](C[C@H](C1)OC)C(NC=1C=C2CC(CC2=C(C1)F)CO)=O (2S,4R)-2-[[7-fluoro-2-(hydroxymethyl)indan-5-yl]carbamoyl]-4-methoxy-pyrrolidine-1-carboxylic acid tert-butyl ester